4-((R)-3-(Methylamino)pyrrolidin-1-yl)-7-(oxetan-3-yl)-7,8-dihydro-6H-pyrimido[5,4-b][1,4]oxazin-2-amine CN[C@H]1CN(CC1)C1=NC(=NC2=C1OCC(N2)C2COC2)N